NC1=NC=C(C(=N1)C(F)(F)F)C=1C=CC(=C(C1)S(=O)(=O)NC=1C=NC=2CCNC(C2C1)=O)OC 5-(2-amino-4-(trifluoromethyl)pyrimidin-5-yl)-2-methoxy-N-(5-oxo-5,6,7,8-tetrahydro-1,6-naphthyridin-3-yl)benzenesulfonamide